COC(=O)C1=C(C(=C(C(=C1F)F)C1=C(C=C(C=C1)C)C)F)F 2,3,5,6-tetrafluoro-2',4'-dimethyl-[1,1'-biphenyl]-4-carboxylic acid methyl ester